N-(1,3-dihydroisobenzofuran-5-yl)-5-hydroxy-1-(pyridin-2-yl)-1H-pyrazole-3-carboxamide C1OCC2=CC(=CC=C12)NC(=O)C1=NN(C(=C1)O)C1=NC=CC=C1